C(C)OC1CN(C1)C1CCN(CC1)C1=CC(=C(C=C1C)NC1=NC=C(C(=N1)NC1=C(C2=C(OCCO2)C=C1)P(C)C)C(F)(F)F)OC (6-((2-((4-(4-(3-ethoxyazetidin-1-yl)piperidin-1-yl)-2-methoxy-5-methylphenyl)amino)-5-(trifluoromethyl)pyrimidin-4-yl)amino)-2,3-dihydrobenzo[b][1,4]dioxin-5-yl)dimethylphosphine